C(C1=CC=CC=C1)OC1=CC=C2CCCC3(C2=C1)CC(C(CN3C)C(=O)OCC)=O ethyl 7'-benzyloxy-1-methyl-4-oxo-spiro[piperidine-6,1'-tetralin]-3-carboxylate